[O-]CCC.[Ti+4].[O-]CCC.[O-]CCC.[O-]CCC titanium (iv) propoxide